(1,3-bis(allyloxy) propan-2-yl) difluorophosphite P(OC(COCC=C)COCC=C)(F)F